5-(2,6-dimethoxyphenyl)-1-propyl-1H-pyrazol COC1=C(C(=CC=C1)OC)C1=CC=NN1CCC